1-Boc-3-carboxypyrrolidine C(=O)(OC(C)(C)C)N1CC(CC1)C(=O)O